COC1=CC=C(C=N1)C1=NSC(=N1)N1C=C(CC2=CC=CN=C12)C(=O)O [3-(6-methoxypyridin-3-yl)-1,2,4-thiadiazol-5-yl]-1,4-dihydro-1,8-naphthyridine-3-carboxylic acid